3-((6-((4-(4-amino-3-(4-phenoxyphenyl)-1H-pyrazolo[3,4-d]pyrimidin-1-yl)piperidin-1-yl)methyl)-3-fluoropyridazin-4-yl)amino)piperidine-2,6-dione NC1=C2C(=NC=N1)N(N=C2C2=CC=C(C=C2)OC2=CC=CC=C2)C2CCN(CC2)CC2=CC(=C(N=N2)F)NC2C(NC(CC2)=O)=O